FC1=C2CCO[C@@H](C2=CC=C1)CNC (S)-1-(5-Fluoroisochroman-1-yl)-N-methylmethanamine